C(C)C=1C=C2C3(C4=C(NC2=CC1)C1=CC=CC=C1OC4=O)C(NC=4C=CC1=C(C43)C=CC=C1)=O 9'-ethylspiro[benzo[e]indole-1,7'-chromeno[4,3-b]quinoline]-2,6'(3H,12'H)-dione